(S)-3-(N-methyl-6-(methylsulfonylthio)hexanamido)-4-(3-(methylamino)propylamino)-4-oxobutanoic acid CN(C(CCCCCSS(=O)(=O)C)=O)[C@@H](CC(=O)O)C(=O)NCCCNC